6-fluoro-4-methoxy-1-(1H-pyrazol-1-yl)-2,3-dihydro-1H-indene FC1=CC(=C2CCC(C2=C1)N1N=CC=C1)OC